cis-N-[3-(5-fluoropyrimidin-2-yl)-4-methylphenyl]-3-methyl-1-(pyrazol-1-ylmethyl)-6-azabicyclo[3.1.1]heptane-6-carboxamide FC=1C=NC(=NC1)C=1C=C(C=CC1C)NC(=O)N1C2CC(CC1(C2)CN2N=CC=C2)C